Diethyl 2-(4-bromo-2-cyano-3-fluorophenyl)malonate BrC1=C(C(=C(C=C1)C(C(=O)OCC)C(=O)OCC)C#N)F